Titanium (IV) lactate C(C(O)C)(=O)[O-].[Ti+4].C(C(O)C)(=O)[O-].C(C(O)C)(=O)[O-].C(C(O)C)(=O)[O-]